C(CCC)C1(N(S(C2=C(N(C1)C1=CC=CC=C1)C=C(C(=C2)CSCC(=O)O)S(=O)(=O)C)(=O)=O)CC2=CC=C(C=C2)OC)CC 2-(((3-Butyl-3-ethyl-2-(4-methoxybenzyl)-7-(methylsulfonyl)-1,1-dioxido-5-phenyl-2,3,4,5-tetrahydro-1,2,5-benzothiadiazepin-8-yl)methyl)thio)acetic acid